N-[1-[2-[[1-(2-hydroxyethyl)pyrazol-4-yl]amino]-8-methyl-7-oxo-pyrido[2,3-d]pyrimidin-6-yl]-3-piperidyl]prop-2-enamide OCCN1N=CC(=C1)NC=1N=CC2=C(N1)N(C(C(=C2)N2CC(CCC2)NC(C=C)=O)=O)C